N-(3-((4-(4-Amino-5-fluoropyrimidin-2-yl)thiazol-2-yl)amino)-4-methylphenyl)-4-((4-methylpiperazin-1-yl)methyl)benzamide NC1=NC(=NC=C1F)C=1N=C(SC1)NC=1C=C(C=CC1C)NC(C1=CC=C(C=C1)CN1CCN(CC1)C)=O